COC(C1CC2(CN(C2)C2=CC(=C(C(=O)OC)C=C2)C=C)C1)OC methyl 4-[6-(dimethoxymethyl)-2-azaspiro[3.3]heptan-2-yl]-2-vinyl-benzoate